N-heptyl-1,2,3,4-tetrahydroquinoline C(CCCCCC)N1CCCC2=CC=CC=C12